BrC=1C=C2CCCN(C2=CC1)C1=NOC(=N1)C1=CC(=C(C=C1)OC(C)C)Cl (6-Bromo-3,4-dihydroquinolin-1(2H)-yl)-5-(3-chloro-4-isopropoxyphenyl)-1,2,4-oxadiazole